biphenyl-3,3',5,5'-tetracarboxylic acid C1(=CC(=CC(=C1)C(=O)O)C(=O)O)C1=CC(=CC(=C1)C(=O)O)C(=O)O